C(C)[C@]1(C(OCC=2C(N3CC=4N(C5=CC=C(C=C5C(C4C3=CC21)=O)F)[C@H]2CN(CC2)C(C)C)=O)=O)O (S)-4-ethyl-8-fluoro-4-hydroxy-11-((R)-1-isopropylpyrrolidin-3-yl)-1H-pyrano[3',4':6,7]indolizino[2,1-b]quinoline-3,6,14(4H,11H,12H)-trione